N1C(=CC2=CC=CC=C12)C(=O)N 1H-indol-2-carboxamide